CN1S(CCC2=C1C=CC(=C2)OCCN2CCC1(CC2)C(NC2=CC=C(C=C21)C#N)=O)(=O)=O 1'-{2-[(1-methyl-2,2-dioxo-3,4-dihydro-1H-2λ6,1-benzothiazin-6-yl)oxy]ethyl}-2-oxo-1,2-dihydrospiro[indole-3,4'-piperidine]-5-carbonitrile